tert-butyl 2-(4-methylpiperazin-1-yl)-4-oxo-3,4,5,6,8,9-hexahydro-7H-pyrimido[4,5-d]azepine-7-carboxylate CN1CCN(CC1)C=1NC(C2=C(CCN(CC2)C(=O)OC(C)(C)C)N1)=O